NCCC[Si](OC)(OC)OC 3-aminopropyltri-methoxysilane